(R)-α-methoxy-phenylacetic acid CO[C@@H](C(=O)O)C1=CC=CC=C1